(E)-2-(morpholin-4-yl)acetamide N1(CCOCC1)CC(=O)N